NC=1C=CC(=NC1)F 5-amino-2-fluoropyridine